C1(=CC=CC2=CC=CC=C12)C#CC1(CC1)N 1-(naphthalen-1-ylethynyl)-cyclopropan-1-amine